FC=1C=C(CN2C=NC(=C2)[N+](=O)[O-])C=C(C1)F 1-(3,5-difluorobenzyl)-4-nitro-1H-imidazole